COC(=O)C=1C=C(C=C2C=NNC12)C1=CC=CC=C1 5-phenyl-1H-indazole-7-carboxylic acid methyl ester